C(C)(C)OC(CCCCCCC)(O)O isopropoxyoctanediol